2-(2-(diethylamino)ethoxy)-N-(2-methoxynaphthalen-1-yl)-N-methylnaphthalen-1-amine C(C)N(CCOC1=C(C2=CC=CC=C2C=C1)N(C)C1=C(C=CC2=CC=CC=C12)OC)CC